F[C@H]1COCC[C@@H]1N1N=C2N=C(C=NC2=C1)C1=C(C=C(C=C1C)C(F)(F)F)O 2-(2-((3R,4S)-3-fluorotetrahydro-2H-pyran-4-yl)-2H-pyrazolo[3,4-b]pyrazin-6-yl)-3-methyl-5-(trifluoromethyl)phenol